4-amino-6-(3,4-dichlorophenoxy)-5-(3-hydroxy-2,6-dimethylphenyl)nicotinamide NC1=C(C(=NC=C1C(=O)N)OC1=CC(=C(C=C1)Cl)Cl)C1=C(C(=CC=C1C)O)C